N5-[4-(1,1-dimethylethyl)phenyl]-N2,N2-dimethyl-2,5-Pyridinediamine CC(C)(C)C1=CC=C(C=C1)NC=1C=CC(=NC1)N(C)C